N1=C(C=CC2=CC=CC=C12)C=1C(=C(OF)C=CC1)S(=O)(=O)C1=CC=CC=C1 quinolyl-phenylsulfonyl-phenoxyfluorine